2-[6,6-dimethyl-1-(Oxacyclohexan-2-yl)-5,7-dihydro-4H-indazol-3-yl]-1H-indol-6-amine CC1(CCC=2C(=NN(C2C1)C1OCCCC1)C=1NC2=CC(=CC=C2C1)N)C